C1(CC1)C1=C(C(=C2C(=N1)CCC2)NC(=O)N=[S@](=O)(N)C2=NN(C=C2F)CC)C2CC2 (R)-N'-((2,3-dicyclopropyl-6,7-dihydro-5H-cyclopenta[b]pyridin-4-yl)carbamoyl)-1-ethyl-4-fluoro-1H-pyrazole-3-sulfonimidamide